1,3-dihydrospiro-[indene-2,4'-piperidine]-1'-carboxylate N1(CCC2(CC1)CC1=CC=CC=C1C2)C(=O)[O-]